2,4-dichloro-6,6-dimethyl-5,6,7,8-tetrahydroquinazoline-7-d ClC1=NC=2CC(C(CC2C(=N1)Cl)(C)C)[2H]